1-Tert-butyl (3R,4R)-3-fluoro-4-[[1-[4-fluoro-1-[1-[(4-methoxyphenyl)methyl]-2,6-dioxo-3-piperidyl]-3-methyl-2-oxo-benzimidazol-5-yl]azetidin-3-yl]methoxy]piperidine-1-carboxylate F[C@@H]1CN(CC[C@H]1OCC1CN(C1)C1=C(C2=C(N(C(N2C)=O)C2C(N(C(CC2)=O)CC2=CC=C(C=C2)OC)=O)C=C1)F)C(=O)OC(C)(C)C